Br[W] bromotungsten